FC(C1=CC=C(C=N1)CN)(F)F ((6-(trifluoromethyl)pyridin-3-yl)methyl)amine